3-(4-fluoro-2-methoxyphenoxy)-N-(3-(methylthio)phenyl)-6-(trifluoromethyl)pyridazine-4-carboxamide FC1=CC(=C(OC=2N=NC(=CC2C(=O)NC2=CC(=CC=C2)SC)C(F)(F)F)C=C1)OC